CSC1=NC=C(C=N1)C(=O)N 2-(methylthio)pyrimidine-5-carboxamide